tricarbonyl-triphenylamine C(=O)=C1C(C(C(C=C1)N(C1=CC=CC=C1)C1=CC=CC=C1)=C=O)=C=O